4-(14-(tert-butoxy)-14-oxotetradecanoylamino)butanoic acid C(C)(C)(C)OC(CCCCCCCCCCCCC(=O)NCCCC(=O)O)=O